Cl.Cl.C1=NC=CC2=CC(=CC=C12)NC(=O)[C@H]1[C@@H](C1)C1=CC=C(C=C1)S(NCC1CCNCC1)(=O)=O |o1:15,16| (rel)-(1R,2R)-N-(isoquinolin-6-yl)-2-(4-(N-(piperidin-4-ylmethyl)sulfamoyl)phenyl)cyclopropane-1-carboxamide dihydrochloride